N-((1-(2-carbamimidoylbenzo[b]thiophen-4-yl)-1H-1,2,3-triazol-4-yl)methyl)-2-(4-chlorophenoxy)-2-methylpropanamide C(N)(=N)C1=CC2=C(S1)C=CC=C2N2N=NC(=C2)CNC(C(C)(C)OC2=CC=C(C=C2)Cl)=O